FC=1C=2N(C(=NC1)OC)C(=NN2)NC2=CC=CC=C2 8-fluoro-5-methoxy-N-phenyl-[1,2,4]triazolo[4,3-c]pyrimidin-3-amine